1-amino-4,7-dibromoanthraquinone-2-sulfonic acid NC1=C(C=C(C=2C(C3=CC=C(C=C3C(C12)=O)Br)=O)Br)S(=O)(=O)O